4-(3-methoxy-2,6-dimethylphenyl)-1-(2,2,2-trifluoroethyl)pyrrolo[2,3-b]pyridine-6-carboxamide COC=1C(=C(C(=CC1)C)C1=C2C(=NC(=C1)C(=O)N)N(C=C2)CC(F)(F)F)C